pentamethyl-1-oxo-3-vinyldodecahydro-1H-benzo[f]chromen-5-yl acetate C(C)(=O)OC1(CC2C(C3C(C(C(OC13C)(C=C)C)(C)C)=O)CCCC2)C